tert-butyl N-(cyanomethyl)-N-[6,7-dichloro-1-oxo-2-(2-trimethylsilylethoxymethyl)-3,4-dihydropyrazino[1,2-a]indol-9-yl]carbamate C(#N)CN(C(OC(C)(C)C)=O)C=1C=2C=C3N(C2C(=C(C1)Cl)Cl)CCN(C3=O)COCC[Si](C)(C)C